N-(methylsulfonyl)-4-morpholino-2-((3-phenyl-1H-pyrazol-5-yl)amino)furo[3,2-d]pyrimidine-6-carboxamide hydrochloride Cl.CS(=O)(=O)NC(=O)C1=CC=2N=C(N=C(C2O1)N1CCOCC1)NC1=CC(=NN1)C1=CC=CC=C1